3,3',4',5-tetrahydroxy-7-(2-hydroxyethoxy)flavone OC1=C(OC2=CC(=CC(=C2C1=O)O)OCCO)C1=CC(=C(C=C1)O)O